C(C1=CC=CC=C1)OC1=NC(=CC=C1N1C(N(C2=C1C=CC(=C2)N2CCC(CC2)CC(OC)OC)C)=O)OCC2=CC=CC=C2 1-(2,6-dibenzyloxy-3-pyridyl)-5-[4-(2,2-dimethoxyethyl)-1-piperidyl]-3-methyl-benzimidazol-2-one